2-(4-chloro-3-fluorophenoxy)-N-(3-{[5-(trifluoromethyl)pyridin-2-yl]amino}bicyclo[1.1.1]pentan-1-yl)acetamide ClC1=C(C=C(OCC(=O)NC23CC(C2)(C3)NC3=NC=C(C=C3)C(F)(F)F)C=C1)F